butylidenebis-(3-methyl-6-tert-butylphenol) C(CCC)(C1=C(C(=CC=C1C)C(C)(C)C)O)C1=C(C(=CC=C1C)C(C)(C)C)O